4-butylene brassylate C1(CCCCCCCCCCCC(=O)OCCCCO1)=O